dicyclopentyl-cyclopentenyl-methoxysilane C1(CCCC1)[Si](OC)(C1=CCCC1)C1CCCC1